3-chloro-2-(methylsulfanyl)-5,6,7,8-tetrahydronaphthalene-1-carboxylic acid ClC=1C(=C(C=2CCCCC2C1)C(=O)O)SC